COC1=C(C(=O)P(C2=C(C=CC(=C2)C)C)(C(C2=C(C=CC=C2OC)OC)=O)=O)C(=CC=C1)OC bis-(2,6-dimethoxybenzoyl)-2,5-dimethyl-phenylphosphine oxide